FC(OC1=C(C=C(C=C1)S[Si](C(C)C)(C(C)C)C(C)C)N1N=C(C=2C=NC=CC21)C)F 1-(2-(difluoromethoxy)-5-((triisopropylsilyl)thio)phenyl)-3-methyl-1H-pyrazolo[4,3-c]Pyridine